CC1=C(C=NC(=C1)N1C([C@@H]2C[C@@H]2C1)=O)[C@@H](C)N1N=CC(=C1)C(=O)N[C@@H]1C[C@@H](C1)C1=NC=CC(=C1)C |o1:14| 1-((R or S)-1-(4-methyl-6-((1R,5S)-2-oxo-3-azabicyclo[3.1.0]hexan-3-yl)pyridin-3-yl)ethyl)-N-((cis)-3-(4-methylpyridin-2-yl)cyclobutyl)-1H-pyrazole-4-carboxamide